methyl 5-(4-(4-(6-aminopyridin-3-yl)-6-morpholino-1,3,5-triazin-2-yl) piperazin-1-yl)-5-oxopentanoate NC1=CC=C(C=N1)C1=NC(=NC(=N1)N1CCOCC1)N1CCN(CC1)C(CCCC(=O)OC)=O